S(=O)(=O)(ON1[C@@H]2CC[C@H](N(C1=O)C2)C(NS(=O)(=O)C2=NN=CN2C)=N)O (2S,5R)-2-(N-((4-methyl-4H-1,2,4-triazol-3-yl) sulfonyl) carbamimidoyl)-7-oxo-1,6-diazabicyclo[3.2.1]octan-6-yl hydrogen sulfate